3-[(3-bromo-2-pyridinyl)amino]bicyclo[1.1.1]pentane-1-carbonitrile BrC=1C(=NC=CC1)NC12CC(C1)(C2)C#N